6-((1R,4R)-2-oxa-5-azabicyclo[2.2.1]heptan-5-yl)-N-((R)-1-(3-(difluoromethyl)phenyl)ethyl)cinnolin-4-amine [C@H]12OC[C@H](N(C1)C=1C=C3C(=CN=NC3=CC1)N[C@H](C)C1=CC(=CC=C1)C(F)F)C2